1-(3-bromo-2-fluorophenyl)cyclopropane-1-carbonitrile BrC=1C(=C(C=CC1)C1(CC1)C#N)F